1-(3-(5-amino-2-chloro-4-fluoro-3-methylbenzoylamino)-4-(4-methylpiperazin-1-yl)phenyl)-1H-1,2,3-triazol-4-carboxylic acid NC=1C(=C(C(=C(C(=O)NC=2C=C(C=CC2N2CCN(CC2)C)N2N=NC(=C2)C(=O)O)C1)Cl)C)F